ClC=1C(=NC=CC1)CNS(=O)(=O)C1=C(C=CC(=C1)[N+](=O)[O-])C N-((3-chloropyridin-2-yl)methyl)-2-methyl-5-nitrobenzenesulfonamide